N(=O)N(N)C1=CC=CC=C1 N-nitrosophenylhydrazine